COCCN1C(=NC2=C1C=CC(=C2)C(=O)O)NC2=NC1=C(N2)C=CC(=C1)OC(F)(F)F 1-(2-methoxyethyl)-2-((5-(trifluoromethoxy)-1H-benzo[d]imidazol-2-yl)amino)-1H-benzo[d]-imidazole-5-carboxylic acid